6-[2-fluoro-4-(2-hydroxyethoxy)-3-vinylphenyl]-5-methyl-4,5-dihydro-2H-pyridazin-3-one FC1=C(C=CC(=C1C=C)OCCO)C=1C(CC(NN1)=O)C